CC=1C=C(C=CC1C=1SC(=CN1)C1=NC(=NC=C1C(F)(F)F)NC1CCN(CC1)S(=O)(=O)C)C(C)O 1-[3-Methyl-4-[5-[2-[(1-methylsulfonylpiperidin-4-yl)amino]-5-(trifluoromethyl)pyrimidin-4-yl]-1,3-thiazol-2-yl]phenyl]ethanol